1-((5-chloro-7-morpholino-3H-imidazo[4,5-b]pyridin-3-yl)methyl)cyclopropanol ClC1=CC(=C2C(=N1)N(C=N2)CC2(CC2)O)N2CCOCC2